C(#N)C=1C=C(C=CC1)C1=CC(=CC=C1)NC(=O)C=1C=NN2C1N=C(C=C2)C2CC2 N-(3'-cyano-[1,1'-biphenyl]-3-yl)-5-cyclopropylpyrazolo[1,5-a]pyrimidine-3-carboxamide